C1(CC1)CS(=O)(=O)N(CC1=CC=C(C=C1)OC)CC1=CC=C(C=C1)OC 1-CYCLOPROPYL-N,N-BIS(4-METHOXYBENZYL)METHANESULFONAMIDE